C1(CCC1)NCC(=O)O 2-(CYCLOBUTYLAMINO)ACETIC ACID